2α-Methylcholest-4-en-3-on C[C@H]1C(C=C2CC[C@H]3[C@@H]4CC[C@H]([C@@H](CCCC(C)C)C)[C@]4(CC[C@@H]3[C@]2(C1)C)C)=O